(S)-3-(benzyloxy)-1-(6-fluoro-2,3,4,5-tetrahydro-1H-benzo[b]azepin-3-yl)-4-oxo-5-((2,4,6-trifluorobenzyl)carbamoyl)-1,4-dihydropyridine-2-carboxylic acid methyl ester COC(=O)C=1N(C=C(C(C1OCC1=CC=CC=C1)=O)C(NCC1=C(C=C(C=C1F)F)F)=O)[C@H]1CCC2=C(NC1)C=CC=C2F